NCCCC(=O)NC1=CC=C(C=C1)CCC#N 3-[p-(4-aminobutanoylamino)phenyl]propionitrile